2,4-bis(1,1-dimethylethyl)-6-ethylphenol CC(C)(C)C1=C(C(=CC(=C1)C(C)(C)C)CC)O